C(C1=CC=CC=C1)[C@@H]1N(CCCC[C@H]1OC(F)F)C1=CC(=CC(N1)=O)N1CCOCC1 |o1:7,13| 6-((2S*,3R*)-2-benzyl-3-(difluoromethoxy)azepan-1-yl)-4-morpholinopyridin-2(1H)-one